O.C(C=O)(=O)O glyoxalic acid hydrate